C(C1=CC=CC=C1)N(C1=C(C=NC=2N1N=CC2C(=O)[O-])C2=CC=CC=C2)CC2=CC=CC=C2 7-(dibenzylamino)-6-phenylpyrazolo[1,5-a]pyrimidin-3-carboxylate